N1(C=NC=C1)C1=NC=CC(=N1)C(=O)O 2-(1H-imidazole-1-yl)pyrimidine-4-carboxylic acid